2-amino-6-bromo-3-iodo-N,5-dimethylbenzamide NC1=C(C(=O)NC)C(=C(C=C1I)C)Br